BrC1=C2C(=NC=C1)N(C=C2C2=CC=CC=C2)S(=O)(=O)C2=CC=C(C)C=C2 4-bromo-3-phenyl-1-tosyl-1H-pyrrolo[2,3-b]pyridine